2-fluoro-6-hydroxy-4-isobutyl-benzonitrile FC1=C(C#N)C(=CC(=C1)CC(C)C)O